6-(2,4-difluorophenoxy)-2-((2-methoxy-4-((3aR,6aS)-5-methylhexahydropyrrolo[3,4-c]pyrrol-2(1H)-yl)-5-nitrophenyl)amino)-8-methylpyrido[2,3-d]pyrimidin-7(8H)-one FC1=C(OC2=CC3=C(N=C(N=C3)NC3=C(C=C(C(=C3)[N+](=O)[O-])N3C[C@@H]4CN(C[C@@H]4C3)C)OC)N(C2=O)C)C=CC(=C1)F